4-oxononenal CCCCCC(=O)/C=C/C=O